C(C1=CC=CC=C1)NC1=C(C(=O)N)C=CC(=C1)C1=CNC2=NC=CC=C21 2-(Benzylamino)-4-(1H-pyrrolo[2,3-b]pyridine-3-yl)benzamide